CC1=C(C(NC(=C1)C1=CC=CC=C1)=O)CNC(C1=CN=C(C=C1)C(F)(F)F)=O N-((4-methyl-2-oxo-6-phenyl-1,2-dihydropyridin-3-yl)methyl)-6-(trifluoromethyl)nicotinamide